C(C)(C)(C)OC(=O)NCC(=O)N[C@@H]1C[C@@](N(CC1)C(=O)O)(C(=O)O)CCCCB1OC(C(O1)(C)C)(C)C (2R,4S)-4-(2-((tert-butoxycarbonyl)amino)acetamido)-2-(4-(4,4,5,5-tetramethyl-1,3,2-dioxaborolan-2-yl)butyl)piperidine-1,2-dicarboxylic acid